FC(C1=CC=C(C=C1)C1CN(C1)C(=O)[C@@H]1CC[C@H](CO1)NC(OC(C)(C)C)=O)(F)F tert-butyl [(3R,6S)-6-{3-[4-(trifluoromethyl)phenyl]azetidine-1-carbonyl}oxan-3-yl]carbamate